N-[2-(2-amino-ethoxy)ethyl]-2-ethyl-4-[[3-(3-fluoro-5-methoxy-phenyl)imidazo[1,2-a]pyrazin-8-yl]amino]benzamide NCCOCCNC(C1=C(C=C(C=C1)NC=1C=2N(C=CN1)C(=CN2)C2=CC(=CC(=C2)OC)F)CC)=O